(trifluoromethyl)-1,2,4-oxadiazol FC(F)(F)C1=NOC=N1